O1C=CC2=C1C=C(C=C2)C(=O)N2CC1=CC(=C(C(=C1CC2)Cl)C(=O)N[C@@H](CC2=CC(=CC=C2)S(=O)(=O)C)C(=O)O)Cl N-[[2-(6-Benzofuranylcarbonyl)-5,7-dichloro-1,2,3,4-tetrahydro-6-isoquinolinyl]carbonyl]-3-(methylsulfonyl)-L-phenylalanine